trans-N-methyl-1-(4-(3,4-dichlorophenyl)-4,7-dihydro-5H-thieno[2,3-c]pyran-7-yl)-methylamine CNC[C@H]1OC[C@@H](C2=C1SC=C2)C2=CC(=C(C=C2)Cl)Cl